5-(3-propoxypropanoyl)amino-3-(1-isopropylpiperidin-4-yl)-1H-indole C(CC)OCCC(=O)NC=1C=C2C(=CNC2=CC1)C1CCN(CC1)C(C)C